C(C)OC(=O)C1=CN(C2=NC(=C(C=C2C1=O)F)Cl)C=1SC=CN1 7-chloro-6-fluoro-4-oxo-1-(1,3-thiazol-2-yl)-1,4-dihydro-1,8-naphthyridine-3-carboxylic acid ethyl ester